NC1=CC(=NN1C(C)(C)C)[C@@H]1C[C@@H](CC1)OC(NC(C)C)=O [(1R,3S)-3-(5-amino-1-tert-butyl-pyrazol-3-yl)cyclopentyl]N-isopropylcarbamate